C(C)OC(CC(C)OC(CCC(=O)O)=O)=O succinic mono-(4-ethoxy-4-oxo-butan-2-yl) ester